octahydro-5H-4,7-methanoinden C1CCC2C3CCC(C12)C3